(S)-tert-Butyl ((8-(2,2'-dichloro-3'-(5-formyl-6-methoxypyridin-2-yl)-[1,1'-biphenyl]-3-yl)-4-oxo-4H-pyrido[1,2-a]pyrimidin-3-yl)methyl)((5-oxopyrrolidin-2-yl)methyl)carbamate ClC1=C(C=CC=C1C1=CC=2N(C(C(=CN2)CN(C(OC(C)(C)C)=O)C[C@H]2NC(CC2)=O)=O)C=C1)C1=C(C(=CC=C1)C1=NC(=C(C=C1)C=O)OC)Cl